BrC1=NC(=C(C=C1N)OC)OC 2-bromo-5,6-dimethoxypyridin-3-amine